C1(=CC=CC=C1)NC1=CC=C(C=2C(C3=CC=CC=C3C(C12)=O)=O)NC1=CC=CC=C1 1,4-diphenylaminoanthraquinone